N[C@@H]1[C@@H](OCC12CCN(CC2)C=2N=CC(=NC2)SC2=CC=NC1=C2OCC2N1C(N(C2)CC(C)(C)OC)=O)C 4-((5-((3S,4S)-4-amino-3-methyl-2-oxa-8-azaspiro[4.5]decan-8-yl)pyrazin-2-yl)thio)-8-(2-methoxy-2-methylpropyl)-6,6a,7,8-tetrahydro-9H-imidazo[1,5-d]pyrido[3,2-b][1,4]oxazin-9-one